C(C)C1=NC2=CC=C(C=C2NC1=C=O)CN1CCC(CC1)C=1C=CC(=NC1)C(=O)NC 5-(1-((2-ethyl-3-carbonyl-3,4-dihydroquinoxalin-6-yl)methyl)piperidin-4-yl)-N-methyl-picolinamide